NC1=C(C=C(C(=N1)F)C=1C=CC(=C(C#N)C1)OC)C=1C=C2CCNC(C2=CC1)=O 5-(6-amino-2-fluoro-5-(1-oxo-1,2,3,4-tetrahydroisoquinolin-6-yl)pyridin-3-yl)-2-methoxybenzonitrile